C(=O)O.C(C)N1C(CCC1)CNC1=NC=C(C(=N1)C)C1=C(C=C(C=C1)C(F)(F)F)F N-((1-ethylpyrrolidin-2-yl)methyl)-5-(2-fluoro-4-(trifluoromethyl)phenyl)-4-methyl-pyrimidin-2-amine, formate salt